(-)-3-methyl-mandelic acid CC=1C=C(C(C(=O)O)O)C=CC1